(S)-tert-butyl (3-(butylthio)-1-(1H-tetrazol-5-yl)propyl)carbamate C(CCC)SCC[C@@H](C1=NN=NN1)NC(OC(C)(C)C)=O